IC1=NN(C2=NC=NC(=C21)N)C2CN(C2)C 3-iodo-1-(1-methylazetidin-3-yl)-1H-pyrazolo[3,4-d]pyrimidin-4-amine